methyl 2-amino-5-methoxypyrazolo[1,5-a]pyridine-3-carboxylate NC1=NN2C(C=C(C=C2)OC)=C1C(=O)OC